OCCOCCOCCOCCN1CCN(CC1)CCOCCOCCOCCO 2-[2-[2-[2-[4-[2-[2-[2-(2-Hydroxyethoxy)ethoxy]ethoxy]ethyl]piperazin-1-yl]ethoxy]ethoxy]-ethoxy]ethanol